FC1=C(C=CC(=C1)F)C=1C=NC=2CCN(CC2C1)C=1C(=C(C=2N(N1)C(C=C(N2)C)=O)C)C 7-(3-(2,4-difluorophenyl)-7,8-dihydro-1,6-naphthyridin-6(5H)-yl)-2,8,9-trimethyl-4H-pyrimido[1,2-b]pyridazin-4-one